NC1=C(SC2=NC(=CC=C21)C)C(=O)N[C@H]2COC1=C(C2)C=CC(=C1)N1[C@H]([C@@H]([C@H](C1)N)OC)C 3-amino-N-[(3R)-7-[(2S,3R,4S)-4-amino-3-methoxy-2-methylpyrrolidin-1-yl]-3,4-dihydro-2H-1-benzopyran-3-yl]-6-methylthieno[2,3-b]pyridine-2-carboxamide